methylmorpholine N-oxide C[N+]1(CCOCC1)[O-]